4-(Isopropylamino)-2-(6-oxo-1,6-dihydropyridin-3-yl)-N-(2-(pyridin-3-yl)ethyl)thieno[2,3-b]pyridin-5-carboxamid C(C)(C)NC1=C2C(=NC=C1C(=O)NCCC=1C=NC=CC1)SC(=C2)C2=CNC(C=C2)=O